2-methyl-1,2,3,5,6,7-hexahydro-s-indacen-4-amine CC1CC=2C=C3CCCC3=C(C2C1)N